(R)-(4-(benzo[d]oxazol-2-yl)-4,6-dihydropyrrolo[3,4-d]imidazol-5(1H)-yl)(oxazol-5-yl)methanone O1C(=NC2=C1C=CC=C2)[C@@H]2N(CC=1NC=NC12)C(=O)C1=CN=CO1